(E)-tert-Butyl (4-((4-carbamoyl-2-methoxy-6-nitrophenyl)amino)but-2-en-1-yl)carbamate C(N)(=O)C1=CC(=C(C(=C1)[N+](=O)[O-])NC/C=C/CNC(OC(C)(C)C)=O)OC